ClC1=C(C(=CC=C1)Cl)CSC1=NN=C(S1)C1=NC=CN=C1 2-[5-[[(2,6-dichlorophenyl)methyl]thio]-1,3,4-thiadiazol-2-yl]-pyrazine